5-isopropoxy-N-(1-methyl-2-oxyl-1,2-dihydropyridin-3-yl)benzo[d]thiazole-6-carboxamide C(C)(C)OC=1C(=CC2=C(N=CS2)C1)C(=O)NC=1C(N(C=CC1)C)O